(S)-Benzyl (4-hydroxy-1-oxo-1-((1-(m-tolyl)-1H-indazol-6-yl)amino)butan-2-yl)carbamate OCC[C@@H](C(NC1=CC=C2C=NN(C2=C1)C=1C=C(C=CC1)C)=O)NC(OCC1=CC=CC=C1)=O